(+/-)-trans-3-(hydroxymethyl)-4-(4-methoxyphenyl)-piperidine-1-carboxylic acid tert-butyl ester C(C)(C)(C)OC(=O)N1C[C@H]([C@@H](CC1)C1=CC=C(C=C1)OC)CO |r|